((6-([1,4'-bipiperidin]-1'-yl)-6-oxohexyl)amino)-2-(2,6-dioxopiperidin-3-yl)isoindoline-1,3-dione N1(CCCCC1)C1CCN(CC1)C(CCCCCNC1=C2C(N(C(C2=CC=C1)=O)C1C(NC(CC1)=O)=O)=O)=O